(R)-2'-ethoxy-5-((2-(1-fluorocyclopentane-1-carbonyl)-2-azaspiro[3.3]heptan-6-yl)oxy)-N-(1-methylpyrrolidin-3-yl)-[2,3'-bipyridine]-6-carboxamide C(C)OC1=NC=CC=C1C1=NC(=C(C=C1)OC1CC2(CN(C2)C(=O)C2(CCCC2)F)C1)C(=O)N[C@H]1CN(CC1)C